ethyl morpholinate N1(CCOCC1)C(=O)OCC